CSC=1N=NC=CN1 3-methylsulfanyl-1,2,4-triazine